N-Hydroxyphthalimid Tin 1-(3-(N-acetylsulfamoyl)-4-(trifluoromethoxy)phenyl)-3-methyl-5-oxo-4,5-dihydro-1H-pyrazole-4-carboxylate C(C)(=O)NS(=O)(=O)C=1C=C(C=CC1OC(F)(F)F)N1N=C(C(C1=O)C(=O)[O-])C.[Sn+4].ON1C(C=2C(C1=O)=CC=CC2)=O.C(C)(=O)NS(=O)(=O)C=2C=C(C=CC2OC(F)(F)F)N2N=C(C(C2=O)C(=O)[O-])C.C(C)(=O)NS(=O)(=O)C=2C=C(C=CC2OC(F)(F)F)N2N=C(C(C2=O)C(=O)[O-])C.C(C)(=O)NS(=O)(=O)C=2C=C(C=CC2OC(F)(F)F)N2N=C(C(C2=O)C(=O)[O-])C